N-ethyl-N'-(4-(3-((5-fluoro-2-methylbenzyl)oxy)oxetan-3-yl)-2,5-dimethylphenyl)-N-methylformimidamide C(C)N(C=NC1=C(C=C(C(=C1)C)C1(COC1)OCC1=C(C=CC(=C1)F)C)C)C